ClC=1C(=C(N2N=C(N=CC21)N[C@H]2[C@@H](COCC2)O)C2(CC2)CC)F (3S,4R)-4-((5-chloro-7-(1-ethylcyclopropyl)-6-fluoropyrrolo[2,1-f][1,2,4]triazin-2-yl)amino)tetrahydro-2H-pyran-3-ol